2-bromo-N-methyl-ethanamine hydrobromide Br.BrCCNC